N-(4-(4-ethylpiperazin-1-yl)phenyl)-6-(5-methoxypyridin-3-yl)-1H-indazol-3-amine C(C)N1CCN(CC1)C1=CC=C(C=C1)NC1=NNC2=CC(=CC=C12)C=1C=NC=C(C1)OC